3-(dinonylamino)propyl heptyl phosphate P(=O)(OCCCN(CCCCCCCCC)CCCCCCCCC)(OCCCCCCC)[O-]